dimethylbisphenylphosphine CC=1C(=C(C=CC1)PC1=CC=CC=C1)C